6-chloro-4-(1-ethoxyvinyl)-1-(methylthio)-2,7-naphthyridine ClC=1C=C2C(=CN=C(C2=CN1)SC)C(=C)OCC